tert-butyl N-methyl-N-(3-piperazin-1-ylpropyl)carbamate CN(C(OC(C)(C)C)=O)CCCN1CCNCC1